BrC1=C(C=C2C(=NC(=NC2=C1F)Cl)N1C[C@H]2CC[C@@H](C1)N2C(=O)OC(C)(C)C)C(F)(F)F tert-butyl (1R,5S)-3-[7-bromo-2-chloro-8-fluoro-6-(trifluoromethyl)quinazolin-4-yl]-3,8-diazabicyclo[3.2.1]octane-8-carboxylate